N=1C=NN2C1C=C(C=C2)OC2=C(C=C(C=C2)NC2=NC=NN1C2=C(C=C1)C1CN(C1)C(\C=C\CN1C[C@H](CC1)F)=O)C (S,E)-1-(3-(4-((4-([1,2,4]triazolo[1,5-a]pyridin-7-yloxy)-3-methylphenyl)amino)pyrrolo[2,1-f][1,2,4]triazin-5-yl)azetidin-1-yl)-4-(3-fluoropyrrolidin-1-yl)but-2-en-1-one